C1(CCC1)C=1C(=NN(C1C1=CC=C(C=C1)OC(F)(F)F)C)NC(=O)C1CC2(CC2(F)F)C1 N-(4-cyclobutyl-1-methyl-5-(4-(trifluoromethoxy)phenyl)-1H-pyrazol-3-yl)-1,1-difluorospiro[2.3]hexane-5-carboxamide